N-(3-fluoro-4-((2-(5-(((2-methoxyethyl)amino)methyl)pyridin-2-yl)thieno[3,2-b]pyridin-7-yl)oxy)phenyl)-N'-(4-fluorophenyl)cyclopropane-1,1-dicarboxamide (2R,3R)-2,3-dihydroxysuccinate O[C@@H](C(=O)O)[C@H](C(=O)O)O.FC=1C=C(C=CC1OC1=C2C(=NC=C1)C=C(S2)C2=NC=C(C=C2)CNCCOC)NC(=O)C2(CC2)C(=O)NC2=CC=C(C=C2)F